C(C)(C)(C)OC(=O)N1C(CC(=CC1)B1OC(C(O1)(C)C)(C)C)C tert-butyl-2-methyl-4-(4,4,5,5-tetramethyl-1,3,2-dioxaborolan-2-yl)-3,6-dihydropyridine-1(2H)-carboxylate